C1(=CC=CC=C1)C[C@@H](C(=O)O)NC(C=CC1=CC=CC=C1)=O (2S)-3-phenyl-2-(3-phenylprop-2-enoylamino)propionic acid